ethyl 2-((1-methyl-1H-benzo[d]imidazol-6-yl) methyl)-3-oxobutanoate CN1C=NC2=C1C=C(C=C2)CC(C(=O)OCC)C(C)=O